(2-ethylhexyl)biguanide C(C)C(CNC(=N)NC(=N)N)CCCC